NC1=C2C(=NC=N1)N(N=C2C2=CC=C(C=C2)OC2=CC=CC=C2)[C@H]2CN(CCC2)C(=O)C2=CC=NO2 (R)-(3-(4-amino-(4-phenoxyphenyl)-1H-pyrazolo[3,4-d]pyrimidin-1-yl)piperidin-1-yl)(isoxazol-5-yl)methanone